hexahydrophthalic acid C(C1C(C(=O)O)CCCC1)(=O)O